ClC=1C(=C2C(=NC1O[C@H]1C[C@H](N(CC1)C(=O)O)C)C(=CS2)C(NC)=O)C(F)(F)F Trans-(2r,4r)-4-((6-chloro-3-(methylcarbamoyl)-7-(trifluoromethyl)thieno[3,2-b]pyridin-5-yl)oxy)-2-methylpiperidine-1-carboxylic acid